trans-N1-(6,7-dimethoxy-2-(4-(piperazin-1-yl)phenyl)quinolin-4-yl)cyclobutane-1,3-diamine COC=1C=C2C(=CC(=NC2=CC1OC)C1=CC=C(C=C1)N1CCNCC1)N[C@@H]1C[C@H](C1)N